2-(3,4-dihydroxyphenyl)-3,5,7-trihydroxy-4H-chromen-4-one OC=1C=C(C=CC1O)C=1OC2=CC(=CC(=C2C(C1O)=O)O)O